1,1-difluoro-3-(1H-tetrazol-1-yl)propan-2-ol FC(C(CN1N=NN=C1)O)F